2-(4-phenoxyphenyl)pyrimidin-4-amine O(C1=CC=CC=C1)C1=CC=C(C=C1)C1=NC=CC(=N1)N